1-amino-10,13,24-trioxo-3,6,17,20-tetraoxa-9,14,23-triazacycloheptacosane NC1COCCOCCNC(CCC(NCCOCCOCCNC(CCC1)=O)=O)=O